N-(3-(2-(3-hydroxy-2-methylpropoxy)-6-morpholinopyridin-4-yl)-4-methylphenyl)-3-(2,2,2-trifluoroethyl)pyrrolidine-1-carboxamide OCC(COC1=NC(=CC(=C1)C=1C=C(C=CC1C)NC(=O)N1CC(CC1)CC(F)(F)F)N1CCOCC1)C